α-(fluoromethyl)glutamic acid FC[C@](N)(CCC(=O)O)C(=O)O